ClC=1C(=CC(=C(C1)N1C(C=CC2=CC(=CC=C12)S(=O)(=O)N(CC1=CC=C(C=C1)OC)C1=NOC=C1)=O)OC)O 1-(5-chloro-4-hydroxy-2-methoxyphenyl)-N-(isoxazol-3-yl)-N-(4-methoxybenzyl)-2-oxo-1,2-dihydroquinoline-6-sulfonamide